O[C@H](CC=1C=C(C=CC1)NC(OC(C)(C)C)=O)C=1SC=CN1 tert-butyl (R)-(3-(2-hydroxy-2-(thiazol-2-yl)ethyl)phenyl)carbamate